9-(6-bromohexyl)-2,7-dibromocarbazole BrCCCCCCN1C2=CC(=CC=C2C=2C=CC(=CC12)Br)Br